1-octadecanoyl-2-tetradecanoyl-sn-glycero-3-phospho-(1'-sn-glycerol) CCCCCCCCCCCCCCCCCC(=O)OC[C@H](COP(=O)(O)OC[C@H](CO)O)OC(=O)CCCCCCCCCCCCC